NC=1C=C(C=C(C1)C(F)(F)F)[C@@H](C)NC(=O)C1=NN(C(C=C1)=O)C1=CC=NC=C1 N-[(1R)-1-[3-amino-5-(trifluoromethyl)phenyl]ethyl]-6-oxo-1-(4-pyridyl)pyridazine-3-carboxamid